FC=1C=C(C=CC1OC)C(CC(=O)OC(C)(C)C)C1=NN(C(=C1)C=O)COCC[Si](C)(C)C tert-Butyl 3-(3-fluoro-4-methoxyphenyl)-3-(5-formyl-1-((2-(trimethylsilyl)ethoxy)-methyl)-1H-pyrazol-3-yl)propanoate